OCCNCCOCCOCCNCCOCC 1,7,10,16-tetraoxa-4,13-diazaoctadecane